FC(=C(CC1=NSC(=N1)NC(=O)C1=CSC(=C1)C1=CC(=CC=C1)OC(F)F)C)F N-(3-(3,3-difluoro-2-methylallyl)-1,2,4-thiadiazol-5-yl)-5-(3-(difluoromethoxy)phenyl)thiophene-3-carboxamide